Cl.N1CC(C1)C1=CC=C(N=N1)C1=C(C=C(C=C1)C=1C=C(C=2N(C1)C=C(N2)C)C(F)(F)F)C2=C(C=CC=C2)O 2-(6-(azetidin-3-yl)pyridazin-3-yl)-5-(2-methyl-8-(trifluoromethyl)imidazo[1,2-a]pyridin-6-yl)phenylphenol hydrochloride